CC1=CC=CC(=N1)C1=NN2C(C(=N1)NC1=NC(=NC=C1)NC=1C=C(SC1)C(=O)O)=CC=C2 4-[[4-[[2-(6-methyl-2-pyridyl)pyrrolo[2,1-f][1,2,4]triazin-4-yl]amino]pyrimidin-2-yl]amino]thiophene-2-carboxylic acid